4-Bromo-1-[(4-chlorophenyl)methyl]-2-(3-fluorophenoxy)-N-[3-(oxazolidin-2-yloxy)propyl]-1H-imidazole-5-carboxamide BrC=1N=C(N(C1C(=O)NCCCOC1OCCN1)CC1=CC=C(C=C1)Cl)OC1=CC(=CC=C1)F